2-methyl-6-(piperazin-1-yl)-[1,2,4]triazolo[1,5-a]pyridine CC1=NN2C(C=CC(=C2)N2CCNCC2)=N1